C[C@@]12[C@@H](CN(C1)[C@H](C)C1=CC=CC=C1)C(OC2=O)=O Cis-3a-methyl-5-((R)-1-phenylethyl)tetrahydro-1H-furo[3,4-c]pyrrole-1,3(3aH)-dione